C(C)C(COC1=CC=C(C=C1)C#C)CCCC (2-ethylhexyloxy)-1,4-phenylenevinylene